biphenyl-2-yl-biphenyl-4-yl-(9-methyl-9-p-tolyl-9H-fluoren-2-yl)-amine C1(=C(C=CC=C1)N(C1=CC=2C(C3=CC=CC=C3C2C=C1)(C1=CC=C(C=C1)C)C)C1=CC=C(C=C1)C1=CC=CC=C1)C1=CC=CC=C1